pyridine diboron [B].[B].N1=CC=CC=C1